NC(C(=O)O)CC1=CNC2=CC=C(C=C12)Br 2-amino-3-(5-bromo-1H-indol-3-yl)propionic acid